Cl.FC=1C=C(OC2CC(C2)NCC2=C3C=CN=CC3=CC=C2F)C=C(C1OC)F (1r,3r)-3-(3,5-difluoro-4-methoxyphenoxy)-N-((6-fluoroisoquinolin-5-yl)methyl)cyclobutane-1-amine hydrochloride